CC1=CC=2C3=C(NC2C=C1)CCN(C3)C(=O)C3=NNC(=C3)C3=CC=CC=C3 (8-Methyl-1,3,4,5-tetrahydropyrido[4,3-b]indol-2-yl)-(5-phenyl-1H-pyrazol-3-yl)-methanone